FC1=C(C(=C(C=C1OC)OC)F)N1C(N(C2=C(C1)C=NC1=C2C=NN1)C1=NC=CC=C1F)=O 3-(2,6-Difluoro-3,5-dimethoxyphenyl)-1-(3-fluoropyridin-2-yl)-1,3,4,7-tetrahydro-2H-pyrazolo[4',3':5,6]pyrido[4,3-d]pyrimidin-2-one